3-{(2R)-3-{(3R)-3-benzyl-3-[(trimethylhydrazino)carbonyl]piperidin-1-yl}-2-[(2-methylalanyl)amino]-3-oxopropyl}-1H-indole C(C1=CC=CC=C1)[C@]1(CN(CCC1)C([C@@H](CC1=CNC2=CC=CC=C12)NC(C(N)(C)C)=O)=O)C(=O)N(N(C)C)C